ClC1=C(OC2=NN(C=C2)C(=O)NC(C([2H])([2H])[2H])(C([2H])([2H])[2H])C([2H])([2H])[2H])C=C(C(=C1)[N+](=O)[O-])F 3-(2-Chloro-5-fluoro-4-nitrophenoxy)-N-[2-(2H3)methyl-(2H6)propan-2-yl]-1H-pyrazole-1-carboxamide